2-{[(1S)-1-{4-[1-(piperazin-1-yl)cyclopentyl]phenyl}ethyl]amino}-8-(propan-2-yl)pyrido[2,3-d]pyrimidin-7(8H)-one N1(CCNCC1)C1(CCCC1)C1=CC=C(C=C1)[C@H](C)NC=1N=CC2=C(N1)N(C(C=C2)=O)C(C)C